OCCOC(C1=C(N=CC(=C1)C#N)C)=O 5-cyano-2-methylnicotinic acid-2-hydroxyethyl ester